(e)-2-(4-methoxybenzylidene)-1-tetralone COC1=CC=C(\C=C/2\C(C3=CC=CC=C3CC2)=O)C=C1